C(C)N1C=NC2=C1N=NC=C2C2=CC(=C(C=C2)F)C2=C(C1=C(N(N=N1)C)C=C2)OC 7-Ethyl-4-(4-fluoro-3-(4-methoxy-1-methyl-1H-benzo[d][1,2,3]triazol-5-yl)phenyl)-7H-imidazo[4,5-c]pyridazine